FC(C(=O)O)(F)F.C1(=CC=CC=C1)O phenol 2,2,2-trifluoroacetate